4-{6-amino-2-[3-(dimethylamino)prop-1-yn-1-yl]-9H-purin-9-yl}-N-(3-methoxyphenyl)cyclohexanecarboxamide tri(n-decyl)trimellitate C(CCCCCCCCC)C=1C(=C(C(=C(C1C(=O)O)C(=O)O)CCCCCCCCCC)C(=O)O)CCCCCCCCCC.NC1=C2N=CN(C2=NC(=N1)C#CCN(C)C)C1CCC(CC1)C(=O)NC1=CC(=CC=C1)OC